CC1(CN(CC1)C1=NC=CC(=C1)OC1=CC(=C(C=C1)NC1=NC=NC2=CC(=C(C=C12)NC1CCN(CC1)C(C=C)=O)OC)F)C 1-(4-((4-((4-((2-(3,3-dimethylpyrrolidin-1-yl)pyridin-4-yl)oxy)-2-fluorophenyl)amino)-7-methoxyquinazolin-6-yl)amino)piperidin-1-yl)prop-2-en-1-one